N-methyl-3-((2'-methyl-[3,4'-bipyridin]-2-yl)oxy)-5-(trifluoromethyl)benzamide CNC(C1=CC(=CC(=C1)C(F)(F)F)OC1=NC=CC=C1C1=CC(=NC=C1)C)=O